NC=1N=C(C2=C(N1)NCCC2)N2CC(CCC2)CCC(=O)NC 3-(1-(2-amino-5,6,7,8-tetrahydropyrido[2,3-d]pyrimidin-4-yl)piperidin-3-yl)-N-methylpropanamide